1-(4-bromo-2,6-dimethylphenyl)methylamine BrC1=CC(=C(C(=C1)C)CN)C